(2S,4R)-1-[(2S)-2-amino-3-methyl-butanoyl]-N-[(1R)-1-[4-(3-fluoro-4-pyridyl)phenyl]-2-hydroxy-ethyl]-4-hydroxy-pyrrolidine-2-carboxamide N[C@H](C(=O)N1[C@@H](C[C@H](C1)O)C(=O)N[C@@H](CO)C1=CC=C(C=C1)C1=C(C=NC=C1)F)C(C)C